S1C=CCCC1 4,5-dihydro-1H-thiopyran